N2-tert-butoxycarbonyl-20-chloro-8,14-diphenyl-4,18-dimethoxy-2,8,14-triazatetracyclo[13.3.1.13,7.19,13]henicosa-1(18),3,5,7(21),9(20),10,12,15(19),16-nonaene C(C)(C)(C)OC(=O)N1C2=C(C=CC(N(C3=CC=CC(N(C=4C=CC(=C1C4)OC)C4=CC=CC=C4)=C3Cl)C3=CC=CC=C3)=C2)OC